N-(2-{3a-methoxy-octahydropyrrolo[3,4-b]pyrrol-5-yl}-5,6,7,8-tetrahydroquinolin-6-yl)-5-amino-2-methylthieno[2,3-d]pyrimidine-6-carboxamide COC12C(NCC1)CN(C2)C2=NC=1CCC(CC1C=C2)NC(=O)C2=C(C1=C(N=C(N=C1)C)S2)N